ClC=1C(=C(NC=2C3=C(N=CN2)C=NC(=N3)O[C@@H]3CN(CC3)C(=O)OC(C)(C)C)C=CC1OCC1CC1)F tert-butyl (3S)-3-[4-[3-chloro-4-(cyclopropylmethoxy)-2-fluoro-anilino] pyrimido[5,4-d]pyrimidin-6-yl]oxypyrrolidine-1-carboxylate